FC=1C=C2C=C(C(=NC2=CC1)N1CCC(CC1)C(F)(F)F)C(=O)NC1=CC(=NC=C1)S(N)(=O)=O 6-fluoro-N-(2-sulfamoylpyridin-4-yl)-2-(4-(trifluoromethyl)piperidin-1-yl)quinoline-3-carboxamide